N-[(1R)-1-[4-methoxy-3-(5-methyl-1,3,4-thiadiazol-2-yl)phenyl]ethyl]-2-methyl-5-(4-methylpiperazin-1-yl)benzamide COC1=C(C=C(C=C1)[C@@H](C)NC(C1=C(C=CC(=C1)N1CCN(CC1)C)C)=O)C=1SC(=NN1)C